ClC1=CC=C2C(=N1)N(C=C2C=2C(=NC=CC2OC)OC)COCC[Si](C)(C)C 6-chloro-3-(2,4-dimethoxypyridin-3-yl)-1-((2-(trimethylsilyl)ethoxy)methyl)-1H-pyrrolo[2,3-b]pyridine